ClC1=C(C(=O)NCC2=CC=C(C=C2)OC)C=CC=C1[N+](=O)[O-] 2-chloro-N-(4-methoxybenzyl)-3-nitrobenzamide